C1(CC1)S(=O)(=O)NC(C1=CC(=C(C=C1)C)OCC1=C(C=C(C=C1C)F)C)=O N-(cyclopropylsulfonyl)-3-((4-fluoro-2,6-dimethylbenzyl)oxy)-4-methylbenzamide